C[N+]1(CCCCC1)CCC 1-methyl-1-propyl-piperidinium